(3aS,7aS)-1-(6-(2-hydroxy-4-(trifluoromethyl)phenyl)-5-methyl-1,2,4-triazin-3-yl)octahydro-5H-pyrrolo[2,3-c]pyridin-5-one OC1=C(C=CC(=C1)C(F)(F)F)C1=C(N=C(N=N1)N1CC[C@@H]2[C@H]1CNC(C2)=O)C